BrC1=CC=C2/C(/C(NC2=C1)=O)=C(\C1=CC=CC=C1)/OC (3Z)-6-bromo-3-[methoxy(phenyl)methylidene]-1H-indol-2-one